(3,5-dichlorophenyl)-2,3,4,5,6-pentamethylbenzenesulfonamide ClC=1C=C(C=C(C1)Cl)NS(=O)(=O)C1=C(C(=C(C(=C1C)C)C)C)C